FC1=NC=CC=C1CNC(=O)C1=C(OC=2N=CN=C(C21)NC2(CC2)C)C N-[(2-fluoropyridin-3-yl)methyl]-6-methyl-4-[(1-methylcyclopropyl)amino]furo[2,3-d]pyrimidine-5-carboxamide